FC(C=1C=CC=2N(N1)C(=CN2)C2=CC(=NC=N2)N2CC1(CN(C1)S(=O)(=O)N)CCC2)F 6-(6-(6-(difluoromethyl)imidazo[1,2-b]pyridazin-3-yl)pyrimidin-4-yl)-2,6-diazaspiro[3.5]nonane-2-sulfonamide